1-butyl-N-(2,6-dimethyl-phenyl)-2-piperidineformamide C(CCC)N1C(CCCC1)C(=O)NC1=C(C=CC=C1C)C